NC1=NC2=C(C=CC=C2C(=N1)C=1N=NN(C1)CC1=CC=CC(=N1)C=1C=C(C(=O)O)C=CC1)OC m-(6-{[4-(2-amino-8-methoxy-4-quinazolinyl)-1H-1,2,3-triazol-1-yl]methyl}-2-pyridinyl)benzoic acid